trans-crotonate C(\C=C\C)(=O)[O-]